C(CC1=CC=CC=C1)C1(C(=O)[O-])CC=CC=C1 1-phenethylbenzoate